BrCCCNC(C1=CC(=C(C(=C1)O)Cl)Cl)=O N-(3-bromopropyl)-3,4-dichloro-5-hydroxybenzoamide